N2-(3-Chlorophenyl)-N2-methylpyridine-2,4-diamine ClC=1C=C(C=CC1)N(C1=NC=CC(=C1)N)C